NC1=C(C=C(C(=N1)F)C1=CC=C(OC2C[C@H](N([C@H](C2)C)C(=O)OC(C)(C)C)C)C=C1)C=1C=C2CCNC(C2=CC1)=O tert-butyl (2R,4S,6S)-4-(4-(6-amino-2-fluoro-5-(1-oxo-1,2,3,4-tetrahydroisoquinolin-6-yl)pyridin-3-yl)phenoxy)-2,6-dimethylpiperidine-1-carboxylate